3-(3,4-dimethoxyphenyl)-prop-2-en-1-one COC=1C=C(C=CC1OC)C=CC=O